BrN1N=C2C=CC=C(C2=C1)OC bromo-4-methoxy-2H-indazole